COC=1C=C(C(=CC1)OC)C1=C(C=C(C=C1C(C)C)C(C)C)C(C)C 3,6-dimethoxy-2',4',6'-tri-isopropyl-1,1'-biphenyl